3-phenyl-3-(4-(4-phenyl-piperazin-1-yl)phenyl)-13,13-dimethyl-6-methoxy-7-(4-(4'-octyloxy-biphenyl-4-carbonyloxy)-piperidin-1-yl)-3H,13H-indeno[2',3':3,4]naphtho[1,2-b]pyran C1(=CC=CC=C1)C1(C=CC2=C(O1)C=1C=C(C(=CC1C1=C2C(C2=CC=CC=C21)(C)C)N2CCC(CC2)OC(=O)C2=CC=C(C=C2)C2=CC=C(C=C2)OCCCCCCCC)OC)C2=CC=C(C=C2)N2CCN(CC2)C2=CC=CC=C2